ClC=1C=C(C=C2C=C(N=CC12)NC(=O)[C@H]1[C@H](C1)F)C1=CC2=C(N(C=N2)C(=O)OC(C)(C)C)C=C1C |r| (±)-tert-butyl 5-[8-chloro-3-[[cis-2-fluorocyclopropanecarbonyl]amino]-6-isoquinolyl]-6-methyl-benzimidazole-1-carboxylate